The molecule is a phenolate anion obtained by deprotonation of the 2-hydroxy group of (S)-averantin. It is the major microspecies at pH 7.3 (according to Marvin v 6.2.0.). It has a role as a fungal metabolite. It is a conjugate base of a (S)-averantin. CCCCC[C@@H](C1=C(C=C2C(=C1[O-])C(=O)C3=C(C2=O)C=C(C=C3O)O)O)O